4H-1,2,4-benzothiadiazine-1,1-dioxide S1(N=CNC2=C1C=CC=C2)(=O)=O